CC1=C(OC(C(=O)O)(C)C)C(=CC(=C1)CN1C(N(CC1)C1=CC(=CC=C1)C(F)(F)F)=O)C 2-(2,6-Dimethyl-4-((2-oxo-3-(3-(trifluoromethyl)phenyl)imidazolin-1-yl)methyl)phenoxy)-2-methylpropanoic acid